CC1(C(C(CN(C1)C(=O)OC(C)(C)C)C(=O)OC)=O)C 1-tert-Butyl 3-methyl 5,5-dimethyl-4-oxopiperidine-1,3-dicarboxylate